6-{[(3S)-3-(2,3-Dichloro-6-fluorophenyl)-1-(prop-2-enoyl)pyrrolidin-3-yl]amino}-4-fluoro-1,3,3-trimethylindol-2-one ClC1=C(C(=CC=C1Cl)F)[C@@]1(CN(CC1)C(C=C)=O)NC1=CC(=C2C(C(N(C2=C1)C)=O)(C)C)F